ClC=1C(=CC(=C(C1)B1OC(C(O1)(C)C)(C)C)C)C1(OCC1)C(F)(F)F 2-[5-chloro-2-methyl-4-[2-(trifluoromethyl)oxetan-2-yl]phenyl]-4,4,5,5-tetramethyl-1,3,2-dioxaborolane